(R)-4-(3-((S)-1-aminoethyl)-5-chloro-2-ethoxy-6-fluorophenyl)pyrrolidin-2-one N[C@@H](C)C=1C(=C(C(=C(C1)Cl)F)[C@H]1CC(NC1)=O)OCC